2-[6-(5-bromo-2-chloropyrimidin-4-yl)-1-oxo-2,3-dihydro-1H-isoindol-2-yl]-N-[(1R)-1-(3-methoxyphenyl)ethyl]acetamide BrC=1C(=NC(=NC1)Cl)C1=CC=C2CN(C(C2=C1)=O)CC(=O)N[C@H](C)C1=CC(=CC=C1)OC